(S)-N-(1-cyanoethyl)-2-fluoro-4-(5-methyl-2-((1-(2,2,6,6-tetramethyltetrahydro-2H-pyran-4-yl)-1H-pyrazol-4-yl)amino)pyrimidin-4-yl)benzamide C(#N)[C@H](C)NC(C1=C(C=C(C=C1)C1=NC(=NC=C1C)NC=1C=NN(C1)C1CC(OC(C1)(C)C)(C)C)F)=O